(2R,3S)-2,3-dihydroxy-3-(6-(5-(4-(trifluoromethyl)phenyl)-2,3,4,5-tetrahydrobenzo[b][1,4]oxazepin-8-yl)pyridin-2-yl)propanamide O[C@@H](C(=O)N)[C@H](C1=NC(=CC=C1)C=1C=CC2=C(OCCCN2C2=CC=C(C=C2)C(F)(F)F)C1)O